C1(=C(C(=CC(=C1)C)C)C(C(=O)OC(C(C(CC(F)(F)F)OC(C1=CC=CC=C1)=O)C)C)=O)C 3-methyl-1-trifluoromethyl-2,4-pentanediol benzoate mesitylglyoxylate